(S)-2-methyl-6-(6-morpholino-5-(trifluoromethyl)-1H-benzo[d]imidazol-2-yl)-7-((1-(oxazol-4-yl)ethyl)amino)-2H-pyrazolo[4,3-b]pyridin-5(4H)-one CN1N=C2C(NC(C(=C2N[C@@H](C)C=2N=COC2)C2=NC3=C(N2)C=C(C(=C3)C(F)(F)F)N3CCOCC3)=O)=C1